N1=NC=CC2=C1C=CS2=O Thieno-pyridazinone